FC1CN(CCC1N(C)C)CC1=C(C2=NC(=CC(=C2S1)N1CCOCC1)N1N=C(C=C1)C=1C=C(C=CC1)C)C 3-Fluoro-N,N-dimethyl-1-((3-methyl-7-morpholino-5-(3-(m-tolyl)-1H-pyrazol-1-yl)thieno[3,2-b]pyridin-2-yl)methyl)piperidin-4-amine